CN([C@@H](COCCOC1OCCCC1)C(=O)O)C(CCC=C)=O N-methyl-N-(pent-4-enoyl)-O-(2-((tetrahydro-2H-pyran-2-yl)oxy)ethyl)-L-serine